2-amino-3-methyl-N-(4-(1H-pyrazol-3-yl)benzyl)-N-((5-(trifluoromethyl)-2-pyridinyl)methyl)-6-quinolinecarboxamide NC1=NC2=CC=C(C=C2C=C1C)C(=O)N(CC1=NC=C(C=C1)C(F)(F)F)CC1=CC=C(C=C1)C1=NNC=C1